1-(5-fluoro-2-methyl-3-(trifluoromethyl)phenyl)ethan-1-one FC=1C=C(C(=C(C1)C(C)=O)C)C(F)(F)F